N=1ON=C2C1C=CC(=C2)COC2=C(CN[C@H](CO)C(=O)O)C=C(C(=C2)OCC=2C(=C(C=CC2)C2=CC=CC=C2)Cl)Cl (2-(benzo[c][1,2,5]oxadiazol-5-ylmethoxy)-5-chloro-4-((2-chloro-[1,1'-biphenyl]-3-yl)methoxy)benzyl)-D-serine